4,4,5,5-tetramethyl-2-(2,2,4-trifluorobenzo[d][1,3]dioxol-5-yl)-1,3,2-dioxaborolane CC1(OB(OC1(C)C)C1=C(C2=C(OC(O2)(F)F)C=C1)F)C